ClC=1C=C(C=CC1F)NC(=O)C1=C(N(C(=C1C)C(C(NC=1C=NC=CC1)=O)=O)C)C N-(3-chloro-4-fluorophenyl)-1,2,4-trimethyl-5-(2-oxo-2-(pyridin-3-ylamino)acetyl)-1H-pyrrole-3-carboxamide